tert-Butyl (1-((4S)-6-(4-chlorophenyl)-8-methoxy-1-methyl-4H-benzo[f][1,2,4]triazolo[4,3-a][1,4]diazepin-4-yl)-2-oxo-6,9,12,15,18-pentaoxa-3-azaicosan-20-yl)carbamate ClC1=CC=C(C=C1)C1=N[C@H](C=2N(C3=C1C=C(C=C3)OC)C(=NN2)C)CC(NCCOCCOCCOCCOCCOCCNC(OC(C)(C)C)=O)=O